2-(methylsulfonyl)acetamide CS(=O)(=O)CC(=O)N